4-cyclopentyl-2-pyrimidin-5-yl-N5-Sec-butylpyrimidine-4,5-diamine C1(CCCC1)C1(NC(=NC=C1NC(C)CC)C=1C=NC=NC1)N